trimethylolpentane C(O)C(CCCC)(CO)CO